(3-(7-(5-Acetylthiophen-2-yl)quinolin-5-yl)oxetan-3-yl)-2-methyl-5-((1-methylazetidin-2-yl)methoxy)benzamide C(C)(=O)C1=CC=C(S1)C1=CC(=C2C=CC=NC2=C1)C1(COC1)C=1C(=C(C(=O)N)C=C(C1)OCC1N(CC1)C)C